OCC1=C(C=CC(=C1)C(C)(C)C)O hydroxymethyl-p-tert-butyl-phenol